BrC1=CC2=C(NC(=N2)CO)C=C1 (5-bromo-1H-benzo[d]imidazol-2-yl)methanol